(S)-3-(6-morpholino-1H-benzo[d]imidazol-2-yl)-N-(pyrrolidin-3-yl)-1H-indazole-5-carboxamide O1CCN(CC1)C=1C=CC2=C(NC(=N2)C2=NNC3=CC=C(C=C23)C(=O)N[C@@H]2CNCC2)C1